(S)-3-(1-(6-(1-amino-1,3-dihydrospiro[indene-2,4'-piperidine]-1'-yl)-4-oxo-4,5-dihydro-1H-pyrazolo[3,4-d]pyrimidin-3-yl)cyclopropyl)benzonitrile N[C@@H]1C2=CC=CC=C2CC12CCN(CC2)C=2NC(C1=C(N2)NN=C1C1(CC1)C=1C=C(C#N)C=CC1)=O